C(C)(C)OC=1C=CC(=NC1)C1=NSC(=N1)NC1=C(C(=O)OC(C)C)C=CC=N1 isopropyl 2-(3-(5-isopropoxypyridin-2-yl)-1,2,4-thiadiazol-5-ylamino)nicotinate